BrC1=NC=CC(=C1)C1=CC(=NN1)C1=CC=C(C=C1)N1CCC(CC1)F 2-bromo-4-{3-[4-(4-fluoropiperidin-1-yl)phenyl]-1H-pyrazol-5-yl}pyridine